ethyl-L-Valinate hydrochloride Cl.C(C)N[C@@H](C(C)C)C(=O)O